4-(4-(4-(1-cyanocyclopropyl)phenyl)-6-fluoroquinoline-3-carbonyl)-N,N-dimethylpiperazine-1-sulfonamide C(#N)C1(CC1)C1=CC=C(C=C1)C1=C(C=NC2=CC=C(C=C12)F)C(=O)N1CCN(CC1)S(=O)(=O)N(C)C